ClC1=C(C=NN(C1=O)C1OCCN1)N1CC2=C(CC1)N(C(=N2)C(=O)O)CC2=C(C=CC=C2)C(F)(F)F 5-[5-Chloro-1-(oxazolidin-2-yl)-6-oxo-1,6-dihydropyridazin-4-yl]-1-[[2-(trifluoromethyl)phenyl]methyl]-1h,4h,5h,6h,7h-imidazo[4,5-c]pyridine-2-carboxylic acid